(+)-N-(2-(dimethylamino)-2-(thien-3-yl)ethyl)-5-fluoroisoindoline-2-carboxamide hydrochloride Cl.CN(C(CNC(=O)N1CC2=CC=C(C=C2C1)F)C1=CSC=C1)C